NC1=NC2=CC(=CC=C2C=C1Cl)CN(C(=O)C=1C=NC(=C(C1)C1CC1)C#N)C=1C(=NC=CC1)S(=O)(=O)C N-[(2-amino-3-chloroquinolin-7-yl)methyl]-6-cyano-5-cyclopropyl-N-(2-methanesulfonylpyridin-3-yl)pyridine-3-carboxamide